C(C)OC(CC=O)=O 3-oxopropanoic acid ethyl ester